CN/C(=C\[N+](=O)[O-])/NCCNC(=O)C=1NC=CC1 N-(2-(((E)-1-(methylamino)-2-nitrovinyl)amino)ethyl)-1H-pyrrole-2-carboxamide